C1N(CC12CCNCC2)C=2N=NC1=CC(=CC(=C1C2)F)C=2C=C(C=1N(N2)C=C(N1)C)C 3-(2,7-Diazaspiro[3.5]non-2-yl)-7-(2,8-dimethylimidazo[1,2-b]pyridazin-6-yl)-5-fluorocinnoline